2-[3-methyl-1-(oxetan-3-yl)-1H-pyrazolo[3,4-d]pyrimidin-6-yl]-7-[2-methyl-6-(trifluoromethyl)pyrimidin-4-yl]-2,7-diazaspiro[4.4]nonane CC1=NN(C2=NC(=NC=C21)N2CC1(CC2)CN(CC1)C1=NC(=NC(=C1)C(F)(F)F)C)C1COC1